5-chloro-2-morpholinothiazole-4-carboxylic acid methyl ester COC(=O)C=1N=C(SC1Cl)N1CCOCC1